(iodomethyl)-6-oxaspiro[3.4]octane ICC1CCC12COCC2